FC(CNC(=O)C1=CC(=CS1)C=1C=C2C(=NC1)NC(=C2)C2CN(CCC2)C(=O)OC(C)(C)C)(F)F tert-butyl 3-(5-(5-((2,2,2-trifluoro-ethyl)carbamoyl)thiophen-3-yl)-1H-pyrrolo[2,3-b]pyridin-2-yl)-piperidine-1-carboxylate